2-(trimethylsilyl)ethyl (3S,4S)-4-azido-6,6-dimethyl-tetrahydro-2H-pyran-3-ylcarbamate N(=[N+]=[N-])[C@@H]1[C@@H](COC(C1)(C)C)NC(OCC[Si](C)(C)C)=O